OC(C)(C)C1=CC(=NO1)C(=O)NCC=1SC(=NN1)C1=CC=CC=C1 5-(2-hydroxypropan-2-yl)-N-((5-phenyl-1,3,4-thiadiazol-2-yl)methyl)isoxazole-3-carboxamide